NC=1C2=C(N=CN1)C(=CC(=N2)C=2C=C(C=CC2)C#C[C@]2(C(N(CC2)C)=O)O)N2CC(C2)(F)F (R)-3-[2-[3-[4-Amino-8-(3,3-difluoroazetidin-1-yl)pyrido[3,2-d]pyrimidin-6-yl]phenyl]ethynyl]-3-hydroxy-1-methyl-pyrrolidin-2-one